COC1=NN(C=C1C(=O)Cl)C1=NC=CN=C1 3-methoxy-1-(pyrazin-2-yl)-1H-pyrazole-4-Carbonylchloride